4-(tert-butyl)benzenesulfinic acid C(C)(C)(C)C1=CC=C(C=C1)S(=O)O